C1(CC1)N1C(=NC=2C=NC(=CC21)C2=CC=C(C=C2)N2CC1(C2)CN(C1)CC(C)C)C1=CC=C(C=C1)S(=O)(=O)C 1-cyclopropyl-6-(4-(6-isobutyl-2,6-diazaspiro[3.3]heptan-2-yl)phenyl)-2-(4-(methylsulfonyl)phenyl)-1H-imidazo[4,5-c]pyridine